CN1N=CC2=CC=C(C=C12)C(=O)NC(C(=O)O)CC 2-(1-methyl-1H-indazole-6-carboxamido)butanoic acid